2-[3,5-bis(trifluoromethyl)phenyl]-N,2-dimethyl-N-[4-(2-methyl-phenyl)-6-(4-methyl-piperazin-1-yl)pyridin-3-yl]propanamide FC(C=1C=C(C=C(C1)C(F)(F)F)C(C(=O)N(C=1C=NC(=CC1C1=C(C=CC=C1)C)N1CCN(CC1)C)C)(C)C)(F)F